N1=CC=CC=2C(=CC=CC12)C(=O)[O-] quinoline-5-carboxylate